(E)-3-(3-chlorophenyl)-N-(4-(((6-cyclopropylimidazo[1,2-a]pyridin-2-yl)methyl)amino)pyridin-2-yl)acrylamide ClC=1C=C(C=CC1)/C=C/C(=O)NC1=NC=CC(=C1)NCC=1N=C2N(C=C(C=C2)C2CC2)C1